6-bromo-1-chloro-4-cyclopropylphthalazine BrC=1C=C2C(=NN=C(C2=CC1)Cl)C1CC1